COC=CC=1C=CC(=C(C1)C1=NOC=C1)OC(F)(F)F [5-(2-methoxyvinyl)-2-(trifluoromethoxy)phenyl]isoxazole